BrC1=C(C=C2C(=NC(=NC2=C1F)OC[C@]12CCCN2C[C@@H](C1)F)N1CC2CCC(C1)N2C(=O)OC(C)(C)C)Cl tert-butyl 3-(7-bromo-6-chloro-8-fluoro-2-(((2R,7aS)-2-fluorotetrahydro-1H-pyrrolizin-7a(5H)-yl)methoxy)quinazolin-4-yl)-3,8-diazabicyclo[3.2.1]octane-8-carboxylate